The molecule is a carotenoid that is 1,2,4-trimethylmenzene in which the hydrogen at position 3 has been replaced by an all-trans-3,7,12,16,20,24-hexamethylpentacosa-1,3,5,7,9,11,13,15,17,19,23-undecaen-1-yl group. Found in photosynthetic green bacteria. It has a role as a bacterial metabolite. It is a carotenoid, a member of benzenes and a carotenoid phi-end group. CC1=C(C(=C(C=C1)C)/C=C/C(=C/C=C/C(=C/C=C/C=C(\\C)/C=C/C=C(\\C)/C=C/C=C(\\C)/CCC=C(C)C)/C)/C)C